2-methyl-6-sulfonylmorpholinonicotinamide CC1OC(CN(C1)C1=C(C(=O)N)C=CC=N1)=S(=O)=O